O.O.[N+](=O)([O-])[O-].[Rh+3].[N+](=O)([O-])[O-].[N+](=O)([O-])[O-] rhodium(III) nitrate dihydrate